1-(cyclopropyl(methyl)carbamoyl)piperidin-4-yl (1-(4-(2,6-dioxopiperidin-3-yl)-3,5-difluorophenyl)azetidin-3-yl)carbamate O=C1NC(CCC1C1=C(C=C(C=C1F)N1CC(C1)NC(OC1CCN(CC1)C(N(C)C1CC1)=O)=O)F)=O